CN1N=CC(=C1)CN1CC(CC1)(C1OCCC1)CCC1=CC=CC=C1 1-methyl-4-((3-phenethyl-3-(tetrahydrofuran-2-yl)pyrrolidin-1-yl)methyl)-1H-pyrazole